methyl-5-[[1-[2-oxo-2-[(2S,4S)-2-cyano-4-fluoro-pyrrolidin-1-yl]ethyl]-4-piperidinyl]amino]-N-phenyl-quinoline-8-carboxamide CC1=NC2=C(C=CC(=C2C=C1)NC1CCN(CC1)CC(N1[C@@H](C[C@@H](C1)F)C#N)=O)C(=O)NC1=CC=CC=C1